NC1=CC(=C(C=C1F)C1=NN(C2=C1C(=NC=C2C2CCC(CC2)N2CCOCC2)N)C(C)C)F 3-(4-Amino-2,5-difluorophenyl)-1-isopropyl-7-(4-morpholinocyclohexyl)-1H-pyrazolo[4,3-c]pyridin-4-amine